BrC1=CC=C(C=C1)C1=NN(C(=C1I)C(=O)OCC)C1CC(CC1)O ethyl 3-(4-bromophenyl)-1-(3-hydroxycyclopentyl)-4-iodo-1H-pyrazole-5-carboxylate